[Si](C1=CC=CC=C1)(C1=CC=CC=C1)(C(C)(C)C)OCCCCCCO 6-((tert-Butyldiphenylsilyl)oxy)hexan-1-ol